C(C)(C)(C)C1=C(C(C(=O)[O-])=CC(=C1)C(C)(C)C)O.[Sn+4].C(C)(C)(C)C1=C(C(C(=O)[O-])=CC(=C1)C(C)(C)C)O.C(C)(C)(C)C1=C(C(C(=O)[O-])=CC(=C1)C(C)(C)C)O.C(C)(C)(C)C1=C(C(C(=O)[O-])=CC(=C1)C(C)(C)C)O tin 3,5-di-tert-butylsalicylate